4-((3-chloro-4-trifluoromethylphenyl)amino)-7-fluoro-1H-indole-2-carboxylic acid ClC=1C=C(C=CC1C(F)(F)F)NC1=C2C=C(NC2=C(C=C1)F)C(=O)O